3-(4-bromo-3-methyl-2-oxo-benzimidazol-1-yl)-1-methylpiperidine-2,6-dione BrC1=CC=CC=2N(C(N(C21)C)=O)C2C(N(C(CC2)=O)C)=O